C(#N)C1=CC(=C(C=C1C)NS(=O)(=O)C1=CNC(=C1)C1=C(C=C(C=C1F)F)F)F N-(4-cyano-2-fluoro-5-methylphenyl)-5-(2,4,6-trifluorophenyl)-1H-pyrrole-3-sulfonamide